S1(NC=CC2=C1C=CS2)(=O)=O thieno[2,3-e]-1,2-thiazine-1,1-dioxide